[Na+].CC(C(=O)[O-])=C (methyl)acrylic acid sodium salt